C/C(/C(=O)O)=C\C=1SC(=CC1)C=1C=NC(=CC1)C#N (E)-2-methyl-3-(5-(6-cyanopyridin-3-yl)thiophen-2-yl)acrylic acid